Succinic acid O-benzyl-4-hydroxybutyl ester C(C1=CC=CC=C1)OCCCCOC(CCC(=O)O)=O